C1(=CC=CC=C1)C1=CC(=C(C(=C1)O)C=1C(=CC=CC1)O)O [1,1':4',1''-Terphenyl]-2'',3',5'-triol